2,4,6-trimethyl-phenyl isocyanate CC1=C(C(=CC(=C1)C)C)N=C=O